ClC=1C=CC2=C(N=C(O2)N2CC3(C2)CC(C3)N=C=O)C1 5-chloro-2-(6-isocyanato-2-azaspiro[3.3]heptan-2-yl)-1,3-benzoxazole